2-[3-(6-methyl-2-pyridyl)-1H-pyrazol-4-yl]-7-(4-piperidyl)-1,5-naphthyridine CC1=CC=CC(=N1)C1=NNC=C1C1=NC2=CC(=CN=C2C=C1)C1CCNCC1